4,4,4-trifluoro-2-(4-methylphenylsulfonylamino)butyric acid FC(CC(C(=O)O)NS(=O)(=O)C1=CC=C(C=C1)C)(F)F